5-(((2-Aminoethyl)amino)methyl)-N-(4-((4-(3,5-dichlorophenyl)piperazin-1-yl)sulfonyl)phenyl)-2-(N-methylmethylsulfonamido)benzamide NCCNCC=1C=CC(=C(C(=O)NC2=CC=C(C=C2)S(=O)(=O)N2CCN(CC2)C2=CC(=CC(=C2)Cl)Cl)C1)N(S(=O)(=O)C)C